(S)-2-Methyl-N-(1-(2-methyl-7-((2,2,2-trifluoroethyl)amino)quinolin-5-yl)cyclopropyl)-5-((1-methylazetidin-2-yl)methoxy)benzamide CC1=C(C(=O)NC2(CC2)C2=C3C=CC(=NC3=CC(=C2)NCC(F)(F)F)C)C=C(C=C1)OC[C@H]1N(CC1)C